6-[2-methoxy-4-(trifluoromethyl)phenyl]-4-methyl-3-methylsulfanyl-1,2,4-triazin-5-one COC1=C(C=CC(=C1)C(F)(F)F)C=1C(N(C(=NN1)SC)C)=O